[1-14C]-acetate [14C](C)(=O)[O-]